FC1(CCN(CC1)C1=NC=2C(=CC(=CC2C=2N1C=C(N2)C(F)(F)F)C)C(C)NC=2C(=CSC2)C(=O)O)F 4-((1-(5-(4,4-difluoropiperidin-1-yl)-9-methyl-2-(trifluoromethyl)imidazo[1,2-c]quinazolin-7-yl)ethyl)amino)thiophene-3-carboxylic acid